C=C(CS(=O)(=O)O)CS(=O)(=O)O 2-methylenepropane-1,3-disulfonic acid